3-((benzyloxy)methyl)-4-ethyl-1-(7-fluoro-4-isopropyl-2-(tetrahydro-2H-pyran-4-yl)quinolin-6-yl)-1H-1,2,4-triazol-5(4H)-one C(C1=CC=CC=C1)OCC1=NN(C(N1CC)=O)C=1C=C2C(=CC(=NC2=CC1F)C1CCOCC1)C(C)C